ClC1=CC=C(C=C1)C1=CC(=C(C=C1)C1CN(CCC1)C1CCCC1)C 3-(4'-chloro-3-methyl-[1,1'-biphenyl]-4-yl)-1-cyclopentylpiperidine